N[C@@H]1CN(CCC1)C1=CC(=NC=C1C=1C=NN(C1)CC(F)(F)F)NC1=NC(=NC=C1)C=1C=C2N=CC=NC2=CC1F (S)-N-(4-(3-aminopiperidin-1-yl)-5-(1-(2,2,2-trifluoroethyl)-1H-pyrazol-4-yl)pyridin-2-yl)-2-(7-fluoroquinoxalin-6-yl)pyrimidin-4-amine